C1=CC(=CC=C1C[C@@H](C(=O)O)N)O The molecule is an optically active form of tyrosine having L-configuration. It has a role as an EC 1.3.1.43 (arogenate dehydrogenase) inhibitor, a nutraceutical, a micronutrient and a fundamental metabolite. It is an erythrose 4-phosphate/phosphoenolpyruvate family amino acid, a proteinogenic amino acid, a tyrosine and a L-alpha-amino acid. It derives from a L-tyrosinal. It is a conjugate base of a L-tyrosinium. It is a conjugate acid of a L-tyrosinate(1-). It is an enantiomer of a D-tyrosine. It is a tautomer of a L-tyrosine zwitterion.